2-bromo-2'-methoxy-1,1'-biphenyl BrC1=C(C=CC=C1)C1=C(C=CC=C1)OC